diethyl 2-(2-methoxybenzyl)-3-oxoadipate COC1=C(CC(C(=O)OCC)C(CCC(=O)OCC)=O)C=CC=C1